4-Chloro-N-(3-methoxy-5-(methylthio)benzyl)aniline ClC1=CC=C(NCC2=CC(=CC(=C2)SC)OC)C=C1